C1=CC(=CC2=CC=CC=C12)C=1C(NC2=CC=CC=C2N1)=O 3-(naphthalen-3-yl)quinoxalin-2(1H)-one